NC1=NN2C(C=C(C=C2)C=2C(=C(OCCC(C(C)(O)C3=CC=C(C=C3)F)F)C=CC2)F)=N1 5-(3-(2-amino-[1,2,4]triazolo[1,5-a]pyridin-7-yl)-2-fluorophenoxy)-3-fluoro-2-(4-fluorophenyl)pentan-2-ol